COC(CN1N=CC(=C1)NC1=NC=CC(=N1)C1=CC=C(C=C1)N1C(NCC1)=O)(C)C 1-(4-(2-((1-(2-methoxy-2-methylpropyl)-1H-pyrazol-4-yl)amino)pyrimidin-4-yl)phenyl)imidazolidin-2-one